2-(1-((tert-butoxycarbonyl)amino)cyclohexyl)acetic acid C(C)(C)(C)OC(=O)NC1(CCCCC1)CC(=O)O